tert-butyl (5-(2-(3-methyl-4-((5-methylthiazol-2-yl)carbamoyl)phenoxy)acetamido)pentyl)carbamate CC=1C=C(OCC(=O)NCCCCCNC(OC(C)(C)C)=O)C=CC1C(NC=1SC(=CN1)C)=O